6-Oxohexanoat O=CCCCCC(=O)[O-]